4-(difluoromethyl)-6-oxo-1,6-dihydropyridine-3-carboxamide FC(C=1C(=CNC(C1)=O)C(=O)N)F